N-(2-methyl-2-propenyl)amid CC(C[NH-])=C